tert-butyl 4-(3-{[6-(N-hydroxycarbamimidoyl)pyridazin-3-yl]oxy}propyl)piperidine-1-carboxylate ONC(=N)C1=CC=C(N=N1)OCCCC1CCN(CC1)C(=O)OC(C)(C)C